ClC1=CC=C(C=C1)CCC1=NOC(=N1)CN1N=C(C=C(C1=O)C)C(=O)N 1-({3-[2-(4-chlorophenyl)ethyl]-1,2,4-oxadiazol-5-yl}methyl)-5-methyl-6-oxo-1,6-dihydropyridazine-3-carboxamide